O.C(CN(CC(=O)[O-])CC(=O)[O-])N(CC(=O)[O-])CC(=O)[O-].[Fe+3].[Na+] sodium ferric ethylenediaminetetraacetate hydrate